C[C@@H]1CN(CCN1C)C(=O)N1C(C=2NN=C(C2C1)NC1=NC(=NC=C1F)OCC)(C)C 5-{[(3R)-3,4-dimethylpiperazin-1-yl]carbonyl}-N-(2-ethoxy-5-fluoropyrimidin-4-yl)-6,6-dimethyl-1,4,5,6-tetrahydropyrrolo[3,4-c]pyrazol-3-amine